4-Azetidin-1-yl-2-hydrazino-5,7-dihydro-pyrrolo[3,4-d]pyrimidine-6-carboxylic acid tert-butyl ester C(C)(C)(C)OC(=O)N1CC=2N=C(N=C(C2C1)N1CCC1)NN